3-(5-((3R,4S)-3-fluoro-4-(piperazin-1-yl)piperidin-1-yl)-6-methylpyridin-2-yl)piperidine-2,6-dione F[C@@H]1CN(CC[C@@H]1N1CCNCC1)C=1C=CC(=NC1C)C1C(NC(CC1)=O)=O